CC=1SC(=C(N1)B1OC(C)(C)C(C)(C)O1)C 2,5-dimethylthiazole-4-boronic acid pinacol ester